tert-Butyl N-[(1R)-1-(methylcarbamoyl)-3-methylsulfanyl-propyl]carbamate CNC(=O)[C@@H](CCSC)NC(OC(C)(C)C)=O